FC1(C2(CN(C2)C2=NC(=CC3=C2N=C(N=C3)NC3CCN(CC3)S(=O)(=O)C)C(F)F)CCNC1)F 8-(5,5-difluoro-2,7-diazaspiro[3.5]nonan-2-yl)-6-(difluoromethyl)-N-(1-(methylsulfonyl)piperidin-4-yl)pyrido[3,4-d]pyrimidin-2-amine